4-{[6-amino-2-(2-methoxyethoxy)-9H-purin-9-yl]methyl}benzonitrile NC1=C2N=CN(C2=NC(=N1)OCCOC)CC1=CC=C(C#N)C=C1